N1(C=CC=2C1=NC=CC2)C2=NC(=NC=C2)NC=2C=C(C=CC2OC)NC(\C=C\CN2CCCCC2)=O (E)-N-(3-((4-(1H-pyrrolo[2,3-b]pyridin-1-yl)pyrimidin-2-yl)amino)-4-methoxyphenyl)-4-(piperidin-1-yl)but-2-enamide